FC(C)(F)C1=NC(=NC(=C1)C)NC1=CC(=NC=C1OCCOC)NC(C)=O N-(4-((4-(1,1-difluoroethyl)-6-methylpyrimidin-2-yl)amino)-5-(2-methoxyethoxy)pyridin-2-yl)acetamide